FC1=C(C=CC=C1C(F)(F)F)CC(=O)NC=1C=NC(=C(C1)F)N1C=NC(=C1)N1C(CNCC1)=O 2-(2-fluoro-3-(trifluoromethyl)phenyl)-N-(5-fluoro-6-(4-(2-oxopiperazin-1-yl)-1H-imidazol-1-yl)pyridin-3-yl)acetamide